C1(CC1)C=1C=CC=2N(C1)C=C(N2)CN2N=C1C(=NC=CC1=C2)NCC2=C(C=C(C=C2)OC)OC 2-((6-cyclopropylimidazo[1,2-a]pyridin-2-yl)methyl)-N-(2,4-dimethoxybenzyl)-2H-pyrazolo[3,4-c]pyridin-7-amine